CSC[C@H](NP(=O)(O)O)C(=O)O S-Methyl-Phosphocysteine